OC1(C(C(=O)O)C=C(C=C1)O)C(=O)O 2,5-dihydroxyl-phthalic acid